CC(=O)COC1=C(C=CC(=C1F)F)[N+](=O)[O-] 2-acetonyloxy-3,4-difluoronitrobenzene